N-[(E)-[(2,6-dichlorophenyl)-(3,3-difluoro-4-hydroxy-pyrrolidin-1-yl)methylene]amino]-4-methyl-benzenesulfonamide ClC1=C(C(=CC=C1)Cl)/C(/N1CC(C(C1)O)(F)F)=N\NS(=O)(=O)C1=CC=C(C=C1)C